Tert-Butyl {2-Cyclopropyl-2-[5-Fluoro-6-(4-Fluorophenyl)-4-(2-Hydroxypropan-2-yl)-3-Methylpyridin-2-yl]-2-Hydroxyethyl}Carbamate C1(CC1)C(CNC(OC(C)(C)C)=O)(O)C1=NC(=C(C(=C1C)C(C)(C)O)F)C1=CC=C(C=C1)F